(E)-3-(4-fluoro-3-methoxyphenyl)-1-(2-hydroxyphenyl)prop-2-en-1-one FC1=C(C=C(C=C1)/C=C/C(=O)C1=C(C=CC=C1)O)OC